N(N)C(=O)C1=CC=CC(=N1)COC1=CC=C(C=C1)C(C)(C)C1=CC=C(OC2CC(C2)NC(OC(C)(C)C)=O)C=C1 tert-butyl ((1r,3r)-3-(4-(2-(4-((6-(hydrazinecarbonyl)pyridin-2-yl) methoxy)phenyl)propan-2-yl)phenoxy)cyclobutyl)carbamate